FC=1C=2N(C=C(C1)C1=CNC=3N=C(N=CC31)NCC3(CC3)F)N=CN2 5-(8-fluoro-[1,2,4]triazolo[1,5-a]pyridin-6-yl)-N-((1-fluorocyclopropyl)methyl)-7H-pyrrolo[2,3-d]pyrimidin-2-amine